5-chloro-6-(3,3-difluorocyclobutyl)pyridin-3-ol ClC=1C=C(C=NC1C1CC(C1)(F)F)O